NC=1C=C(C=C2C=C(N=NC12)NC(=O)C1C(C1)F)C=1C=NC(=CC1C)N N-(8-amino-6-(6-amino-4-methylpyridin-3-yl)cinnolin-3-yl)-2-fluorocyclopropanecarboxamide